BrC1=CC(=C(C=C1)CC(=O)NC1=C(C=C(C(=O)OC)C=C1NC[C@H]1OCC1)OC)\C=C\CC1=C(C=CC(=C1)Cl)COC1=NC(=CC=C1)Cl methyl 4-[[2-[4-bromo-2-[(E)-3-[5-chloro-2-[(6-chloro-2-pyridyl)oxymethyl]phenyl]prop-1-enyl]phenyl]acetyl]amino]-3-methoxy-5-[[[(2S)-oxetan-2-yl]methyl]amino]benzoate